NC1CCC(CC1)OC1=CC=C(C=C1)NC(C)=O N-(4-(((1r,4r)-4-aminocyclohexyl)oxy)phenyl)acetamide